(E)-6-Chloro-5-fluoro-2-(4-isopropyl-3-methoxyphenylvinyl)pyridine ClC1=C(C=CC(=N1)\C=C\C1=CC(=C(C=C1)C(C)C)OC)F